COC=1C=C2C(C(NC2=CC1)=O)=O 5-Methoxyindole-2,3-dione